[4-(2-methoxyvinyl)cyclohexyloxymethyl]benzene methyl-3-[[(5S,7S)-7-fluoro-5-phenyl-6,7-dihydro-5H-pyrrolo[1,2-b][1,2,4]triazol-2-yl]sulfonyl]cyclobutanecarboxylate COC(=O)C1CC(C1)S(=O)(=O)C=1N=C2N(N1)[C@@H](C[C@@H]2F)C2=CC=CC=C2.COC=CC2CCC(CC2)OCC2=CC=CC=C2